ClC1=C(C(=C(CN(C(CC)=O)C)C=C1)[N+](=O)[O-])NC(CC)=O N-(4-chloro-2-nitro-3-propanamidobenzyl)-N-methylpropanamide